2,5-difluoro-N-(1,2,4-thiadiazole-5-yl)-benzenesulfonamide FC1=C(C=C(C=C1)F)S(=O)(=O)NC1=NC=NS1